C(CC)OC1=C(N)C=CC(=C1)N1CCC(CC1)C(F)(F)F 2-propoxy-4-(4-(trifluoromethyl)piperidin-1-yl)aniline